ClC1=NC=CC(=C1Cl)OC=1C=NC(=NC1)N 5-((2,3-dichloropyridin-4-yl)oxy)pyrimidine-2-amine